N-(3-fluoro-4-(piperidin-1-yl)phenyl)-5-methyl-2-(pyrrolidin-1-yl)oxazole-4-carboxamide FC=1C=C(C=CC1N1CCCCC1)NC(=O)C=1N=C(OC1C)N1CCCC1